COC(C1=C(C=C(C(=C1)N)C(F)(F)F)C1CCCC2=CC(=CC=C12)F)=O 5-amino-2-(6-fluoro-1,2,3,4-tetrahydronaphthalen-1-yl)-4-(trifluoromethyl)benzoic acid methyl ester